C(C)(C)(C)C=1C=C(C=C(C1O)C(C)(C)C)CCC(=O)OCC(COC(CCC1=CC(=C(C(=C1)C(C)(C)C)O)C(C)(C)C)=O)(COC(CCC1=CC(=C(C(=C1)C(C)(C)C)O)C(C)(C)C)=O)COC(CCC1=CC(=C(C(=C1)C(C)(C)C)O)C(C)(C)C)=O pentaerythritol tetrakis(3-(3,5-di-tert-butyl-4-hydroxy-phenyl) propionate)